4,4'-[1-{4-[1-(4-Hydroxyphenyl)-1-methylethyl]phenyl}isobutylidene]bisphenol OC1=CC=C(C=C1)C(C)(C)C1=CC=C(C=C1)C(C(C)C)(C1=CC=C(C=C1)O)C1=CC=C(C=C1)O